COC(=O)C1(CCC2(C(CC3=CC=CC=C23)C[C@H](COC2=C3C(=NC=C2)C(=CN3C)Cl)C)CC1)NC1=CC(=CC=C1)Cl 4-(3-Chloroanilino)-2'-{(2R)-3-[(3-chloro-1-methyl-1H-pyrrolo[3,2-b]pyridin-7-yl)oxy]-2-methylpropyl}-2',3'-dihydrospiro[cyclohexane-1,1'-indene]-4-carboxylic acid methyl ester